(E)-4-hydroxy-N-(4-((E)-3-(3-hydroxy-4-methoxyphenyl)acrylamido)butyl)-2-methylbut-2-enamide OC/C=C(/C(=O)NCCCCNC(\C=C\C1=CC(=C(C=C1)OC)O)=O)\C